ClC1=C(C=C(C=C1)N1CCN(CC1)CC=1C=C(C=CC1C(F)(F)F)N1CCN(CCC1)C)C 1-(3-((4-(4-chloro-3-methylphenyl)piperazin-1-yl)methyl)-4-(trifluoromethyl)phenyl)-4-methyl-1,4-diazepan